C(C)NC(C)C N-ethylpropan-2-amine